ClC1=CC=C(C=C1)C=1C=NC=2N(C1)N=C(C2C2=NC1=C(C=NC(=C1)C(F)(F)F)N2C)SCC 2-(6-(4-chlorophenyl)-2-(ethylsulfanyl)pyrazolo[1,5-a]pyrimidin-3-yl)-3-methyl-6-(trifluoromethyl)-3H-imidazo[4,5-c]pyridine